CC1=C(C=C(C=C1)C12NCC(CC1)C2C(=O)N)C2=NC=CC=C2 [4-methyl-3-(2-pyridyl)phenyl]-2-azabicyclo[2.2.1]heptane-7-carboxamide